C(C)(C)(C)OC(=O)N1[C@@H](C[C@@H](C1)C)C(NC1=NC(=CC=C1C)Br)=O (2S,4S)-2-((6-bromo-3-methylpyridin-2-yl)carbamoyl)-4-methylpyrrolidine-1-carboxylic acid tert-butyl ester